[Br-].C(CCCCC)[N+](NC)(NC)OC(C(=C)C)=O N-hexyl-N-methacryloyloxy-N,N-dimethylaminoammonium bromide